C(=O)OC(=O)OC(C)(C)C (BOC) format